methyl (E)-[4-[3-(4-iodophenyl)-3-(3-trifluoromethylphenyl)-allyloxy]-2-methylphenoxy]acetate IC1=CC=C(C=C1)\C(=C/COC1=CC(=C(OCC(=O)OC)C=C1)C)\C1=CC(=CC=C1)C(F)(F)F